6-fluorotryptamine FC=1C=C2NC=C(CCN)C2=CC1